5-(N-(2-morpholinoethyl)methylsulfonylamino)-2-(trifluoromethyl)benzoic acid O1CCN(CC1)CCN(C=1C=CC(=C(C(=O)O)C1)C(F)(F)F)S(=O)(=O)C